C1=CC(=C(C=C1CC2=CC(=C(C=C2)O)C(=O)O)C(=O)O)O 4,4'-dihydroxydiphenylmethane-3,3'-dicarboxylic acid